hydrochloric acid hydrochloride HCl Cl.Cl.Cl